C1(=CC=CC=C1)[C@H]1CCC2=NC=3C(=NC(=CC3)C=3CCNCC3)N21 (R)-8-phenyl-2-(1,2,3,6-tetrahydropyridin-4-yl)-7,8-dihydro-6H-pyrrolo[2',1':2,3]imidazo[4,5-b]pyridine